N-[4-(4-amino-5-{3-fluoro-4-[(4-methylpyrimidin-2-yl)oxy]phenyl}-7-methyl-5H-pyrrolo[3,2-d]pyrimidin-6-yl)-3-(oxetan-3-oxy)phenyl]acrylamide NC=1C2=C(N=CN1)C(=C(N2C2=CC(=C(C=C2)OC2=NC=CC(=N2)C)F)C2=C(C=C(C=C2)NC(C=C)=O)OC2COC2)C